3-fluoro-8-nitroindolo[2,1-b]quinazoline-6,12-dione FC1=CC=C2C(N3C(=NC2=C1)C(C1=CC(=CC=C13)[N+](=O)[O-])=O)=O